FC1=C(C=C(C=C1)F)N1C=C(C=2C1=NC=C(C2)C=2C(=NOC2C)C)C2=C(C=C(C(=O)O)C=C2)OC(F)(F)F 4-(1-(2,5-difluorophenyl)-5-(3,5-dimethylisoxazol-4-yl)-1H-pyrrolo[2,3-b]pyridin-3-yl)-3-(trifluoromethoxy)benzoic acid